5-(4-chloro-3-fluorophenyl)-4-(2-fluoro-5-nitrophenoxy)-N-(1-methyl-1H-pyrazol-4-yl)pyrimidin-2-amine ClC1=C(C=C(C=C1)C=1C(=NC(=NC1)NC=1C=NN(C1)C)OC1=C(C=CC(=C1)[N+](=O)[O-])F)F